tert-butyl 2-(5-hydroxy-4-(isoxazol-4-ylcarbamoyl)-1-methyl-6-oxo-1,6-dihydropyrimidin-2-yl)azetidine-1-carboxylate OC1=C(N=C(N(C1=O)C)C1N(CC1)C(=O)OC(C)(C)C)C(NC=1C=NOC1)=O